1-(tert-Butyl)-N-(2-methyl-4-(5-(3-(N-methylacrylamido)pyrrolidin-1-yl)pyrimidin-4-yl)benzyl)-1H-1,2,3-triazole-4-carboxamide C(C)(C)(C)N1N=NC(=C1)C(=O)NCC1=C(C=C(C=C1)C1=NC=NC=C1N1CC(CC1)N(C(C=C)=O)C)C